C(N)(=O)C=1C(=NC(=C(N1)CC)NC(C)C)NC=1C=C(CCNC(OC(C)(C)C)=O)C=CC1 tert-butyl (3-((3-carbamoyl-5-ethyl-6-(isopropylamino) pyrazin-2-yl) amino)phenethyl)carbamate